COC(CCC1=CC=C(C=C1)N1CCN(CC1)C(=O)O)=O 4-(4-(3-methoxy-3-oxopropyl)phenyl)piperazine-1-carboxylic acid